1-{1-[4-chloro-4'-(4-isopropylpiperazin-1-yl)[biphenyl]-2-yl]piperidin-3-yl}-5-(difluoromethyl)-1H-pyrazole-4-carboxylic acid ClC1=CC(=C(C=C1)C1=CC=C(C=C1)N1CCN(CC1)C(C)C)N1CC(CCC1)N1N=CC(=C1C(F)F)C(=O)O